CN([C@@H](CI)C(=O)O)C(=O)OC(C)(C)C (R)-methyl-N-tert-butoxycarbonyl-3-iodoalanine